COC(=O)C=1N(C=C(C1)Br)NC(=O)OC 4-bromo-1-((methoxycarbonyl)amino)-1H-pyrrole-2-carboxylic acid methyl ester